3-butyl-1-nonene C(CCC)C(C=C)CCCCCC